2-ethylhexyl tetrahydrofuran-2,3,4,5-tetracarboxylate O1C(C(C(C1C(=O)[O-])C(=O)[O-])C(=O)[O-])C(=O)OCC(CCCC)CC